3-Iodo-1-(1,4-dioxaspiro[4.5]decan-8-yl)-1H-pyrazolo[3,4-d]pyrimidin-4-amine IC1=NN(C2=NC=NC(=C21)N)C2CCC1(OCCO1)CC2